1,2-bis(aminoethoxy)ethane NCCOCCOCCN